FC(S(=O)(=O)C=1C=C(C=CC1)COC1CNC1)(F)F 3-[[3-(trifluoro-methylsulfonyl)phenyl]methoxy]azetidine